2-(4-(3-amino-3-oxopropyl)phenoxy)-2-methylpropanoic acid ethyl ester C(C)OC(C(C)(C)OC1=CC=C(C=C1)CCC(=O)N)=O